1-fluoro-2-methylpropan-2-yl 4-{6-methoxypyrazolo[1,5-a]pyridin-3-yl}piperidine-1-carboxylate COC=1C=CC=2N(C1)N=CC2C2CCN(CC2)C(=O)OC(CF)(C)C